Tridecyltrimellitat C(CCCCCCCCCCCC)OC(C=1C(C(=O)[O-])=CC(C(=O)[O-])=CC1)=O